FS(C1=CC=C(OC2=NC=CC=C2C=2C=C3C=CN=C(C3=CC2)N)C=C1)(F)(F)(F)F 6-(2-(4-(Pentafluoro-λ6-sulfaneyl)phenoxy)pyridin-3-yl)isoquinolin-1-amine